ClC1=C(C=CC=C1)C=1N=CSC1 4-(2-chlorophenyl)thiazole